C(C)(C)(C)OC(=O)NC1=CC=C(C(=N1)C)N1C=C(C(C2=CC(=C(C=C12)N1CC2=NC=CC=C2C1)Cl)=O)C(=O)O 1-(6-((tert-butoxy-carbonyl)amino)-2-methylpyridin-3-yl)-6-chloro-7-(5,7-dihydro-6H-pyrrolo[3,4-b]pyridin-6-yl)-4-oxo-1,4-dihydroquinoline-3-carboxylic acid